O=C1NC(CCC1N1C(C2=CC=CC(=C2C1=O)NCCC(=O)O)=O)=O 3-[[2-(2,6-dioxo-3-piperidyl)-1,3-dioxo-isoindolin-4-yl]amino]propanoic acid